5-chloro-2-(4,4-difluoroazepan-1-yl)-N-(3-(N'-hydroxycarbamimidoyl)phenyl)-4-trifluoromethyl-benzamide ClC=1C(=CC(=C(C(=O)NC2=CC(=CC=C2)C(N)=NO)C1)N1CCC(CCC1)(F)F)C(F)(F)F